ClC1=NC=C(C(=C1)C1=C(C=NC(=C1)C)C(=O)NC=1SC=2N=C(N=CC2N1)Cl)OC 2'-chloro-N-{5-chloro-[1,3]thiazolo[5,4-d]pyrimidin-2-yl}-5'-methoxy-6-methyl-[4,4'-bipyridine]-3-carboxamide